C(C)(C)(C)OC(=O)N([C@@H]1CN(CC[C@H]1C1=CC(=CC=C1)Cl)C(=O)OCC1=CC=CC=C1)C (3S,4S)-benzyl 3-((tert-butoxycarbonyl)(methyl)amino)-4-(3-chlorophenyl)piperidine-1-carboxylate